C(#N)C1=CC(=C(C=C1)C1C(=C(NC2=C(C=NC(=C12)OCC1COC1)C)C)C(=O)N)OC 4-(4-cyano-2-methoxyphenyl)-2,8-dimethyl-5-(oxetan-3-ylmethoxy)-1,4-dihydro-1,6-naphthyridine-3-carboxamide